3-cyclohexylamino-1-propanesulphonic acid C1(CCCCC1)NCCCS(=O)(=O)O